BrC=1C=C2C(N(C=NC2=CC1)CCN1CCOCC1)=O 6-Bromo-3-(2-morpholinoethyl)quinazolin-4(3H)-one